5-((R)-1-cyclopropyl-ethoxy)-4-methoxy-pyridine-2-carboxylic acid C1(CC1)[C@@H](C)OC=1C(=CC(=NC1)C(=O)O)OC